C(CCCCCCCCCCC)(=O)NCCC(=O)O Lauroyl-Beta-Alanine